C(C)(C)(C)OC(=O)NC1CCN(CCC1)CCC1=CC=C(C=C1)N1C(N=C(C=C1)NC(=O)N1CCN(CC1)C(C(C)(C)NC(OC(C)(C)C)=O)=O)=O tert-butyl (1-(4-((1-(4-(2-(4-((tert-butoxycarbonyl)amino)azepan-1-yl)ethyl)phenyl)-2-oxo-1,2-dihydropyrimidin-4-yl)carbamoyl)piperazin-1-yl)-2-methyl-1-oxopropan-2-yl)carbamate